1,3-dimesityl-4,5-bis(2-(perfluorophenyl)propyl)-4,5-dihydro-1H-imidazol-3-ium, triflate salt [O-]S(=O)(=O)C(F)(F)F.C1(=C(C(=CC(=C1)C)C)N1C=[N+](C(C1CC(C)C1=C(C(=C(C(=C1F)F)F)F)F)CC(C)C1=C(C(=C(C(=C1F)F)F)F)F)C1=C(C=C(C=C1C)C)C)C